beta-naphthyl-dihydrofuran C1=C(C=CC2=CC=CC=C12)C1OC=CC1